C(C1=CC=CC=C1)OCC(=O)C1=C(C(=CC=C1)C)OC benzyloxy-2'-methoxy-3'-methylacetophenone